CC(C1=CC=CC=C1)(C1=CC=CC=C1)C Dimethyldiphenylmethan